CC1=CC=C(C=C1)S(=O)(=O)[O-].[NH4+] ammonium p-toluenesulfonate salt